C1=CC=CC=2C3=CC=CC=C3C(C12)COC(=O)N[C@@H]([C@@H](C)CC)C(=O)O N-{[(9H-fluoren-9-yl)methoxy]carbonyl}-L-isoleucine